4-Hydroxy-3-methyl-2-butenyl diphosphate O(P([O-])(=O)OP(=O)([O-])[O-])CC=C(CO)C